N[C@@H]1CN(CC[C@H]1F)C=1N(C=2C(=NC(=CC2)C(F)(F)F)N1)CC1=NC=C(C#N)C=C1 6-((2-((3R,4R)-3-amino-4-fluoropiperidin-1-yl)-5-(trifluoromethyl)-1H-imidazo[4,5-b]pyridin-1-yl)methyl)nicotinonitrile